ClC1=CC(=C(C=C1)COC1=NN(C=C1)C1CCN(CC1)CC=1N(C2=C(N1)C=CC(=C2)C(=O)OC)CC=2N(C=NC2)C(F)F)F methyl 2-[[4-[3-[(4-chloro-2-fluoro-phenyl)methoxy]pyrazol-1-yl]-1-piperidyl]methyl]-3-[[3-(difluoromethyl)imidazol-4-yl]methyl]benzimidazole-5-carboxylate